3-(4-chloro-3-fluorophenyl)-5-({[(3,5-dichlorophenyl)methyl]carbamoyl}methyl)-1H-1,2,4-triazol-1-ylpropanoate ClC1=C(C=C(C=C1)C1=NN(C(=N1)CC(NCC1=CC(=CC(=C1)Cl)Cl)=O)C(C(=O)[O-])C)F